BrC1=CC2=C(C=C1)N(C=1C(=C(C(OC12)=O)C(F)(F)F)C1=CC=CC=C1)C 8-bromo-5-methyl-4-phenyl-3-trifluoromethylindolopyranone